(2-(2-(6-bromoquinolin-3-yl)ethoxy)pyridin-4-yl)methanol BrC=1C=C2C=C(C=NC2=CC1)CCOC1=NC=CC(=C1)CO